C(C)OC(=O)C=1C(=NC(=NC1)C(C)(C)OC)OC1=CC=CC=C1 2-(1-methoxy-1-methyl-ethyl)-4-phenoxy-pyrimidine-5-carboxylic acid ethyl ester